N-(4-methoxyphenyl)-6-phenyl-2-(1,2,3,6-tetrahydropyridin-4-yl)pyrimidin-4-amine COC1=CC=C(C=C1)NC1=NC(=NC(=C1)C1=CC=CC=C1)C=1CCNCC1